ClC=1C(=C(C=CC1)NC1=NC=NC2=CC=C(C=C12)[C@@H]1CNCC1)F N-(3-chloro-2-fluoro-phenyl)-6-[(3R)-pyrrolidin-3-yl]quinazolin-4-amine